ClC=1C=CC2=C(SC(=C2)C(C(=C)C2=C(C=CC=C2)OC)=O)C1 1-(6-chlorobenzo[b]thiophen-2-yl)-2-(2-methoxyphenyl)prop-2-en-1-one